CC=1N=C2N(C=C(C=C2C)C2=CC3=C(N=C(S3)C=3CCNCC3)C(=C2)F)C1 6-(2,8-Dimethylimidazo[1,2-a]pyridin-6-yl)-4-fluoro-2-(1,2,3,6-tetrahydropyridin-4-yl)-1,3-benzothiazol